NC1=NC2=NC=C(N=C2C(=N1)O)CNC1=CC=C(C(=O)NC(C(=O)O)CCC=O)C=C1 2-[[4-[(2-amino-4-hydroxy-pteridin-6-yl)methylamino]benzoyl]amino]-5-oxo-pentanoic acid